N4-(1H-indazol-6-yl)-N2-(2-methoxy-4-(4-methylpiperazin-1-yl)phenyl)-5-methylpyrimidine-2,4-diamine N1N=CC2=CC=C(C=C12)NC1=NC(=NC=C1C)NC1=C(C=C(C=C1)N1CCN(CC1)C)OC